6-Ethoxy-5-fluoro-3-(3-{4-[4-(oxetan-3-yl)piperazin-1-carbonyl]phenyl}-1,2-oxazol-5-yl)-1H-indazol C(C)OC1=C(C=C2C(=NNC2=C1)C1=CC(=NO1)C1=CC=C(C=C1)C(=O)N1CCN(CC1)C1COC1)F